2-(difluoromethyl)-5-(3-fluoro-4-((4-(2-methylisoindolin-5-yl)-1H-1,2,3-triazol-1-yl)methyl)phenyl)-1,3,4-oxadiazole FC(C=1OC(=NN1)C1=CC(=C(C=C1)CN1N=NC(=C1)C=1C=C2CN(CC2=CC1)C)F)F